methyl-(methoxymethyl)aminoethane tert-butyl-(S)-(1-(3-(4-cyclopropylphenyl)-7-(methylsulfonamido)-4-oxo-3,4-dihydroquinazolin-2-yl)-2-(3,5-difluorophenyl)ethyl)carbamate C(C)(C)(C)N(C(O)=O)[C@@H](CC1=CC(=CC(=C1)F)F)C1=NC2=CC(=CC=C2C(N1C1=CC=C(C=C1)C1CC1)=O)NS(=O)(=O)C.CC(C)NCOC